2-(1-oxopropyl)-5-(4-methyl-1-oxopent-3-enyl)-4-prenylcyclopenta-1,3-diene-1,3,5-triol O=C(CC)C1=C(C(C(=C1O)CC=C(C)C)(O)C(CC=C(C)C)=O)O